C1(CC1)C1=C(SC=2N=NC(=CC21)C2=C(C=CC=C2)O)N2CC1(CN(C1)C1=NOC(=C1)C(C(=O)O)C(C)C)C2 2-(3-(6-(5-cyclopropyl-3-(2-hydroxyphenyl)thieno[2,3-c]pyridazin-6-yl)-2,6-diazaspiro[3.3]heptan-2-yl)isoxazol-5-yl)-3-methylbutanoic acid